CP(O[N+]1=C(C=CC(=C1)C#CCC1=CC=C(C=C1)COC1=NC=CC=C1)N)([O-])=O (2-amino-5-(3-(4-((pyridin-2-yloxy) methyl) phenyl) prop-1-yn-1-yl) pyridin-1-ium-1-yl) methylphosphonate